4-(azidomethyl)-benzoic acid N(=[N+]=[N-])CC1=CC=C(C(=O)O)C=C1